ethyl 5-amino-1-benzyl-1,2,3,6-tetrahydropyridine-4-carboxylate NC1=C(CCN(C1)CC1=CC=CC=C1)C(=O)OCC